6-chloro-N-cyclopropyl-4-(cyclopropylamino)nicotinamide ClC1=NC=C(C(=O)NC2CC2)C(=C1)NC1CC1